C(=O)(O)C1=CC=C(C=C1)NC(C(CC1C(C1)C(F)(F)F)C1=[N+](C=C(C=C1)C1=C(C(=CC=C1OC(F)F)Cl)F)[O-])=O 2-(1-((4-carboxyphenyl)amino)-1-oxo-3-(2-(trifluoromethyl)cyclopropyl)propan-2-yl)-5-(3-chloro-6-(difluoromethoxy)-2-fluorophenyl)pyridine 1-oxide